3-(DIETHYLAMINO)PROPANAL C(C)N(CCC=O)CC